FC(CNC(=O)CN1N=C(C2=C(C=CC=C12)F)C1CN(C1)C(=O)OC(C)(C)C)F tert-Butyl 3-(1-{[(2,2-difluoroethyl)carbamoyl]methyl}-4-fluoro-1H-indazol-3-yl)azetidine-1-carboxylate